(R)-3-(1-(methyl-d3)pyrrolidin-3-yl)-1H-indol-4-ol C(N1C[C@H](CC1)C1=CNC=2C=CC=C(C12)O)([2H])([2H])[2H]